5-[2-(cyclopropylmethylamino)-5-methylsulfonylphenyl]-1,3-dimethylpyridin-2-one C1(CC1)CNC1=C(C=C(C=C1)S(=O)(=O)C)C=1C=C(C(N(C1)C)=O)C